(R)-N-(6-fluoroquinolin-8-yl)-5-(3-methylpiperazin-1-yl)pyrazine-2-carboxamide FC=1C=C2C=CC=NC2=C(C1)NC(=O)C1=NC=C(N=C1)N1C[C@H](NCC1)C